methyl 4-(((tert-butoxycarbonyl) (2-methoxyethyl) amino) methyl)-2-methoxybenzoate C(C)(C)(C)OC(=O)N(CCOC)CC1=CC(=C(C(=O)OC)C=C1)OC